FC=1C=CC=2N(C1CNCCC(=O)N1CC3CCC(C1)N3C3=NC=C(C=C3)C(F)(F)F)C=CN2 3-[({6-fluoroimidazo[1,2-a]pyridin-5-yl}methyl)amino]-1-{8-[5-(trifluoromethyl)pyridin-2-yl]-3,8-diazabicyclo[3.2.1]octan-3-yl}propan-1-one